CC1(N(C(C2=CC=CC(=C12)C)=O)C1=NC=CC2=C(C(=C(C(=C12)C1=CC=CC=C1)C1=CC=CC=C1)C1=CC=CC=C1)C1=CC=CC=C1)C 3,3,4-trimethyl-2-(5,6,7,8-tetraphenyl-1-isoquinolyl)isoindol-1-one